FC(C(OS(=O)(=O)C)C1=CC=C(N=N1)N1CC2(CN(C2)C(=O)[O-])CC1)(F)F 6-(6-(2,2,2-trifluoro-1-((methylsulfonyl)oxy)ethyl)pyridazin-3-yl)-2,6-diazaspiro[3.4]octan-2-carboxylate